(R)-3-methyl-4-(7-(1-methyl-1H-pyrazol-5-yl)pyrazolo[1,5-a]Pyrimidin-5-yl)morpholine C[C@H]1N(CCOC1)C1=NC=2N(C(=C1)C1=CC=NN1C)N=CC2